NC1=C(C(N(C2=CC(=CC=C12)Br)C1=C2C=C(N=CC2=CC=C1)Cl)=O)C(=O)OC methyl 4-amino-1-(3-chloroisoquinolin-5-yl)-7-bromo-2-oxo-1,2-dihydroquinoline-3-carboxylate